C(C)(C)(C)OC(=O)N1[C@H](CC(CC1)(C1=CC(=CC=C1)Cl)CC(=O)O)C 2-[(2S)-1-tert-butoxycarbonyl-4-(3-chlorophenyl)-2-methyl-4-piperidyl]acetic acid